tert-butyl (1R,2S)-2-[1-tert-butoxycarbonyl-3-[(3-ethoxy-5-methylsulfonyl-2-pyridyl)amino]indazol-6-yl]-5'-chloro-2'-oxo-spiro[cyclopropane-1,3'-indoline]-1'-carboxylate C(C)(C)(C)OC(=O)N1N=C(C2=CC=C(C=C12)[C@@H]1C[C@@]12C(N(C1=CC=C(C=C21)Cl)C(=O)OC(C)(C)C)=O)NC2=NC=C(C=C2OCC)S(=O)(=O)C